BrC1=NN(C(=N1)C(C)Br)C1=CC=C(C=N1)C#N 6-[3-bromo-5-(1-bromoethyl)-1,2,4-triazol-1-yl]pyridine-3-carbonitrile